N-(4-(7-(4-fluorobutoxy)-1,3,4,5-tetrahydro-2H-benzo[c]azepin-2-yl)-2,6-dimethylphenyl)-3,3-dimethylbutyramide FCCCCOC1=CC2=C(CN(CCC2)C2=CC(=C(C(=C2)C)NC(CC(C)(C)C)=O)C)C=C1